NC1=C(C(N(C2=CC(=CC=C12)Cl)C1=CC=CC=C1)=O)C1=NC(=NO1)C 4-amino-7-chloro-3-(3-methyl-1,2,4-oxadiazol-5-yl)-1-phenyl-1,2-dihydroquinolin-2-one